C(C)(C)[C@H]1CC[C@H](CC1)N1CCC(CC1)N1C(=CC2=CC=CC=C12)CNC(C)=O N-((1-(1-(cis-4-isopropylcyclohexyl)piperidin-4-yl)-1H-indole-2-yl)methyl)acetamide